CC(CCC(=O)O)(C)[N+](=O)[O-] 4-methyl-4-nitropentanoic acid